(Z)-6-((2-(amino-methyl)-3-fluoro-allyl)oxy)-N-((2-methoxypyridin-4-yl)methyl)benzo-[d]oxazol-2-amine 4-methylbenzene-sulfonate CC1=CC=C(C=C1)S(=O)(=O)O.NC/C(/COC1=CC2=C(N=C(O2)NCC2=CC(=NC=C2)OC)C=C1)=C/F